ClC1=C(C(=CC=C1)F)CN1C(=NOC1=O)CC1=C(C=C(C=C1)F)F 4-[(2-chloro-6-fluorophenyl)methyl]-3-[(2,4-difluorophenyl)methyl]-4,5-dihydro-1,2,4-oxadiazol-5-one